2-(dimethylsilyl)-9H-thioxanthen-9-one C[SiH](C1=CC=2C(C3=CC=CC=C3SC2C=C1)=O)C